Diethyl-phenyl-aluminium hypophosphite [PH2](=O)O.C(C)[Al](C1=CC=CC=C1)CC